C(\C=C\C(=O)O)(=O)O.BrC1=C(C(C(=O)O)=CC(=C1)Br)O.BrC1=C(C(C(=O)O)=CC(=C1)Br)O bis(3,5-dibromo-salicylic acid) fumarate